2,4-dichloro-5-(5,6,7,8-tetrahydro-3-oxo-1,2,4-triazolo[4,3-a]pyridin-2-yl)anisole ClC1=C(C=C(C(=C1)Cl)N1N=C2N(CCCC2)C1=O)OC